ClC=1C=C(C=CC1)N1CCN(CC1)CC[C@@H]1NC(C2(C1)CCN(CC2)C(CNS(=O)(=O)C)=O)=O (R)-N-(2-(3-(2-(4-(3-chlorophenyl)piperazin-1-yl)ethyl)-1-oxo-2,8-diazaspiro[4.5]decan-8-yl)-2-oxoethyl)methanesulfonamide